9,10-bis(3-butoxypropoxy)anthracene C(CCC)OCCCOC=1C2=CC=CC=C2C(=C2C=CC=CC12)OCCCOCCCC